1,3-bis(4-(10H-phenoxazin-10-yl)phenyl)-3-hydroxyprop-2-en-1-one C1=CC=CC=2OC3=CC=CC=C3N(C12)C1=CC=C(C=C1)C(C=C(O)C1=CC=C(C=C1)N1C2=CC=CC=C2OC=2C=CC=CC12)=O